2-((4-cyclopropylthiazol-2-yl)methyl)-6-(4-(difluoromethoxy)phenyl)pyridazine-3(2H)-one 4-Chlorobenzyl-(4-methyl-3-(pyridin-4-yl)-1H-pyrazol-5-yl)carbamate ClC1=CC=C(CN(C(O)=O)C2=C(C(=NN2)C2=CC=NC=C2)C)C=C1.C1(CC1)C=1N=C(SC1)CN1N=C(C=CC1=O)C1=CC=C(C=C1)OC(F)F